S1C=NC2=C1C=CC(=C2)NC2=C1C(=NC=C2)SC(=C1)C1=CCCN(C1C)C(=O)OCC1=CC=CC=C1 benzyl 5-(4-(benzo[d]thiazol-5-ylamino)thieno[2,3-b]pyridin-2-yl)-6-methyl-3,6-dihydropyridine-1(2H)-carboxylate